ClC=1C(=C(C=CC1)NC(=O)NC1=CC(=CC(=C1)OC(F)(F)F)NCCO)CO 1-(3-chloro-2-hydroxymethylphenyl)-3-[3-(2-hydroxyethylamino)-5-trifluoromethoxyphenyl]urea